IC1=CC(=C(C=C1)C)OC 4-iodo-2-methoxy-1-methylbenzene